5-(benzyloxy)-2-methyl-N-(1-methylpiperidin-4-yl)benzofuran-3-carboxamide C(C1=CC=CC=C1)OC=1C=CC2=C(C(=C(O2)C)C(=O)NC2CCN(CC2)C)C1